CC1=C(OC2=C(C=C(C=C2C1=O)C)[C@@H](C)NC=1C(=NC=CC1)C(=O)NCCO)C1=CC=CC=C1 3-[[(1R)-1-(3,6-Dimethyl-4-oxo-2-phenyl-chromen-8-yl)ethyl]amino]-N-(2-hydroxyethyl)pyridine-2-carboxamide